(1R,5S)-tert-butyl 3-(7-(2-(difluoromethyl)phenyl)-8-fluoro-2-((hexahydro-1H-pyrrolizin-7a-yl)methoxy)pyrido[4,3-d]pyrimidin-4-yl)-3,8-diazabicyclo[3.2.1]octane-8-carboxylate FC(C1=C(C=CC=C1)C1=C(C=2N=C(N=C(C2C=N1)N1C[C@H]2CC[C@@H](C1)N2C(=O)OC(C)(C)C)OCC21CCCN1CCC2)F)F